lead (II)-lead (II) iodide [Pb](I)I.[Pb+2]